(E)-2-chloro-1,1,1,4,4,4-hexafluoro-2-butene Cl\C(\C(F)(F)F)=C\C(F)(F)F